(3S)-3-amino-5-(trideuteriomethyl)-2,3-dihydropyrido[3,2-b][1,4]oxazepin-4-one hydrochloride Cl.N[C@@H]1C(N(C2=C(OC1)C=CC=N2)C([2H])([2H])[2H])=O